racemic-3-chloro-N-(3-(1-((4-chlorophenyl)amino)-1-oxopropan-2-yl)bicyclo[1.1.1]pentan-1-yl)benzamide ClC=1C=C(C(=O)NC23CC(C2)(C3)[C@H](C(=O)NC3=CC=C(C=C3)Cl)C)C=CC1 |r|